COC=1C=C(C=CC1OC)C=1NC2=CC=C(C=C2C1C(C)C)C1=NN=C(O1)C(=O)N1CC(CC1)N1CCOCC1 (5-(2-(3,4-dimethoxyphenyl)-3-isopropyl-1H-indol-5-yl)-1,3,4-oxadiazol-2-yl)(3-morpholinopyrrolidin-1-yl)methanone